C(C1=CC=CC=C1)N1CC2C(C1)CN(C2)CC(=O)C2=CC(=C(C=C2)O)F 2-(5-benzylhexahydro-pyrrolo[3,4-c]pyrrol-2(1H)-yl)-1-(3-fluoro-4-hydroxyphenyl)ethanone